CC1=C(C(=C(C1(C1(C=CC2=CC=3CCCC3C=C12)C)C)C)C)C Pentamethylcyclopentadienyl-(1-methyl-1,5,6,7-tetrahydro-s-indacene)